C(#N)C1=CC(=C(C=C1)C1(OC2=C(O1)C=CC=C2C2CCN(CC2)CC2=NC1=C(N2CC=2OC=CN2)C=C(C=C1)C(=O)OC(C)(C)C)C)F tert-butyl 2-({4-[2-(4-cyano-2-fluorophenyl)-2-methyl-1,3-benzodioxol-4-yl] piperidin-1-yl} methyl)-1-(1,3-oxazol-2-ylmethyl)-1H-benzimidazole-6-carboxylate